O1C=C(C2=C1C=CC=C2)C2=NN(C1=C2C=NC(=C1)C(=O)OC)CSC methyl 3-(benzofuran-3-yl)-1-(methylsulfanylmethyl)pyrazolo[4,3-c]pyridine-6-carboxylate